FC1=C(C(=C(C#N)C=C1)F)F tri-fluorobenzonitrile